2-[[3,5-dimethyl-4-(2,4,6-trifluoro-3-pyridyl)pyrazol-1-yl]methoxy]ethyl-trimethyl-silane CC1=NN(C(=C1C=1C(=NC(=CC1F)F)F)C)COCC[Si](C)(C)C